methylenedioxy-7,7'-bis-[4-(4-propyl-cyclohexyl)phenyl]-[1,1']binaphthyl C1OC2=C(C3=CC(=CC=C3C=C2O1)C1=CC=C(C=C1)C1CCC(CC1)CCC)C1=CC=CC2=CC=C(C=C12)C1=CC=C(C=C1)C1CCC(CC1)CCC